N1=NC(=CC2=C1C1=C(CCC2)C=CC=C1)N1N=C(N=C1N)NC1=CC(=C(C=C1)N1CCN(CC1)C1CCCC1)F 1-(6,7-dihydro-5H-benzo[6,7]cyclohepta[1,2-c]pyridazin-3-yl)-N3-(3-fluoro-4-(4-cyclopentylpiperazinyl)phenyl)-1H-1,2,4-triazole-3,5-diamine